N-[(1S)-1-[[2-chloro-5-(2-morpholino-4-pyridyl)phenyl]methyl]-2-[4-(3,5-dimethylimidazol-4-yl)anilino]-2-oxo-ethyl]-1-fluoro-cyclopropanecarboxamide ClC1=C(C=C(C=C1)C1=CC(=NC=C1)N1CCOCC1)C[C@@H](C(=O)NC1=CC=C(C=C1)C=1N(C=NC1C)C)NC(=O)C1(CC1)F